ClCC1=C(C(=NC=C1)F)NC1C(NC(CC1)=O)=O 3-((4-(chloromethyl)-2-fluoropyridin-3-yl)amino)piperidine-2,6-dione